C(C=C)N1N(C2=NC(=NC=C2C1=O)NC1=CC=C(C=C1)N1CCN(CC1)CC=1C=C(C=CC1F)CN1C(NC(C2=C(C=CC=C12)F)=O)=O)C1=NC=CC=C1 1-[[3-[[4-[4-[[2-allyl-3-oxo-1-(2-pyridyl)pyrazolo[3,4-d]pyrimidin-6-yl]amino]phenyl]piperazin-1-yl]methyl]-4-fluoro-phenyl]methyl]-5-fluoro-quinazoline-2,4-dione